isopropyl-(methyl)sulfamoyl-amine C(C)(C)NS(NC)(=O)=O